O.Cl.N[C@@H](CC1=CNC=N1)C(=O)O L-Histidine HCl monohydrate